C(CCCCCCCCC)C(CCCCN1N=C2C(C(=NC=C2C2=CC=C(C=3NN=NC32)C=3C=2C(C(=NC3)C=3SC=CC3)=NN(N2)CCCCC(CCCCCCCCCC)CCCCCCCCCC)C=2SC=CC2)=N1)CCCCCCCCCC 4,7-bis(2-(5-decylpentadecyl)-4-(thien-2-yl)-2H-[1,2,3]triazolo[4,5-c]pyridin-7-yl)benzo[c][1,2,5]triazole